C(C=C)(=O)OCC1CCC(CC1)CO (4-hydroxymethylcyclohexyl)-methyl acrylate